[Cl-].O1COC2=C1C=CC=C2C[NH2+]C2CCN(CC2)C2=NC=CC=C2 1,3-benzodioxol-4-ylmethyl-[1-(2-pyridyl)-4-piperidyl]ammonium chloride